ethyl 2-(5-isopropylthiophen-2-yl)-2-oxoacetate C(C)(C)C1=CC=C(S1)C(C(=O)OCC)=O